5-fluoro-2-(6-fluoro-2-methylimidazo[1,2-a]pyridin-3-yl)-N-(4-methoxyphenyl)pyrimidine FC=1C=NC(N(C1)C1=CC=C(C=C1)OC)C1=C(N=C2N1C=C(C=C2)F)C